N[C@H](C(C(=O)NC1CC1)O)C[C@H]1C(NCC1)=O (3S)-3-amino-N-cyclopropyl-2-hydroxy-4-((S)-2-oxopyrrolidin-3-yl)butanamide